Methyl 2-(3-fluoro-4-nitro-phenoxy)-2-methyl-propionate FC=1C=C(OC(C(=O)OC)(C)C)C=CC1[N+](=O)[O-]